CC(CC=1NN=C2NC=3CC(CC(C3[C@](C21)(C2=CC=CC=C2)C)=O)(C)C)(C)C (4S)-3-(2,2-dimethylpropyl)-4,7,7-trimethyl-4-phenyl-2,6,8,9-tetrahydropyrazolo[3,4-b]quinolin-5-one